ClC1=NC=NC(=C1N)NN 4-chloro-6-hydrazino-pyrimidin-5-amine